ClC1=CC=C(C=C1)COC1=NN=C(S1)NC(=O)C=1C=NC(=CC1C1=C(C=CC=C1)OC)[C@H](C)O (S)-N-[5-[(4-chlorophenyl)methoxy]-1,3,4-thiadiazol-2-yl]-6-(1-hydroxyethyl)-4-(2-methoxyphenyl)pyridine-3-carboxamide